(S)-2-(tert-butoxycarbonylamino)pent-4-enoic acid C(C)(C)(C)OC(=O)N[C@H](C(=O)O)CC=C